C(C)C=1N(C=CN1)CC1=C(C=C(C=C1)C1=C(C=CC(=C1)CC(C)C)S(=O)(=O)NC(OC)=O)F methyl ((4'-((2-ethyl-1H-imidazol-1-yl)methyl)-3'-fluoro-5-isobutyl-[1,1'-biphenyl]-2-yl)sulfonyl)carbamate